2-chloro-1-(3-hydroxyazepin-1-yl)ethane-1-one 2-(2-cyano-2-(2-methoxy-10-butylacridin-9(10H)-ylidene)acetamido)ethyl-methacrylate C(#N)C(C(=O)NCCOC(C(=C)C)=O)=C1C2=CC=CC=C2N(C=2C=CC(=CC12)OC)CCCC.ClCC(=O)N1C=C(C=CC=C1)O